alpha-ethoxy-p-cresol C(C)OCC=1C=CC(=CC1)O